ClC1=C(/C=N/O)C=CC(=C1)F (E)-2-chloro-4-fluoro-benzaldehyde oxime